(S)-(1-(2-chloro-7-isopropoxy-quinazolin-4-yl)pyrrolidin-2-yl)methanol ClC1=NC2=CC(=CC=C2C(=N1)N1[C@@H](CCC1)CO)OC(C)C